O.CN(C(NN)=S)C 4,4-dimethyl-3-thiosemicarbazide monohydrate